N-(5-(tert-butyl)-1-methyl-1H-pyrazol-3-yl)-3-((7-(5-methyl-1,2,4-oxadiazol-3-yl)isoquinolin-1-yl)amino)propanamide C(C)(C)(C)C1=CC(=NN1C)NC(CCNC1=NC=CC2=CC=C(C=C12)C1=NOC(=N1)C)=O